tri-xylyl phosphite P(OC1=C(C(=CC=C1)C)C)(OC1=C(C(=CC=C1)C)C)OC1=C(C(=CC=C1)C)C